1-(5-hydroxypentyl)piperidin-1-ium OCCCCC[NH+]1CCCCC1